C1(=CC=CC=C1)C[Zr](C(=C)C1CCC1)(C1C2=CC(=CC=C2C=2C=CC(=CC12)C(C)(C)C)C(C)(C)C)C1C=CC=C1 (Phenyl)(cyclobutyl)methylene(cyclopentadienyl)(2,7-di-tert-butylfluoren-9-yl)dimethylzirconium